FC=1C(=NC=C(C1)F)N1C[C@@H](N(CC1)C(CCCC1=C2C=CC=NC2=CC=C1)=O)C (S)-1-(4-(3,5-difluoropyridin-2-yl)-2-methylpiperazin-1-yl)-4-(quinolin-5-yl)butan-1-one